tert-Butyl 4-(4-[3-cyano-4-[(1R)-1-(pyridin-2-yl)propoxy]pyrazolo[1,5-a]pyridin-6-yl]-5-methylpyrazol-1-yl)piperidine-1-carboxylate C(#N)C=1C=NN2C1C(=CC(=C2)C=2C=NN(C2C)C2CCN(CC2)C(=O)OC(C)(C)C)O[C@H](CC)C2=NC=CC=C2